BrC1=CC(=C2C(N(C(C2=C1)=O)C1C(NC(CC1)=O)=O)=O)CN1CCNCC1 6-bromo-2-(2,6-dioxopiperidin-3-yl)-4-(piperazin-1-ylmethyl)isoindoline-1,3-dione